tert-butyl N-[2-[1-(2,6-dioxo-3-piperidyl)-3-methyl-2-oxo-benzimidazol-5-yl]oxyethyl]carbamate O=C1NC(CCC1N1C(N(C2=C1C=CC(=C2)OCCNC(OC(C)(C)C)=O)C)=O)=O